1-[9-ethyl-6-(2-methylbenzoyl)-9H-carbazol-3-yl]-phenylthiomethane-1-one oxime C(C)N1C2=CC=C(C=C2C=2C=C(C=CC12)C1(CC=CC=C1)SC=NO)C(C1=C(C=CC=C1)C)=O